CN1N=C2C(CN(C=3C(=CC=CC23)NC2=NC=NC=C2C(=O)NC([2H])([2H])[2H])C)=C1 4-((2,5-dimethyl-4,5-dihydro-2H-pyrazolo[4,3-c]quinolin-6-yl)amino)-N-(methyl-d3)pyrimidine-5-carboxamide